5-{7-[(1s,3s)-3-hydroxy-3-methylcyclobutyl]-5-methyl-7H-pyrrolo[2,3-c]pyridazin-3-yl}-6-methyl-2,3-dihydro-1H-inden-4-ol OC1(CC(C1)N1C=C(C2=C1N=NC(=C2)C2=C(C=1CCCC1C=C2C)O)C)C